SC[C@H](CN)NC (S)-3-mercapto-2-(methylamino)propylamine